BrC=1C=CC(=NC1)C[N+]1=NOC(=C1)[N-]C(NC=1C=NC=C(C1)C(F)(F)F)=O [3-[(5-bromo-2-pyridyl)methyl]oxadiazol-3-ium-5-yl]-[[5-(trifluoromethyl)-3-pyridyl]carbamoyl]azanide